1-(5-benzyl-2-hydroxy-3-pentylphenyl)propan-2-one C(C1=CC=CC=C1)C=1C=C(C(=C(C1)CC(C)=O)O)CCCCC